O1C=C(C=C1)C=1C=C2CN(CC2=CC1)C(=O)NC1=CNC2=CC=CC=C12 5-(furan-3-yl)-N-(1H-indol-3-yl)isoindoline-2-carboxamide